tert-butyl (3S,4R)-3-[[1-[5-acetyl-6-(3-cyano-5-methyl-pyrazol-1-yl)-2-pyridyl]-6-fluoro-benzimidazol-5-yl]amino]-4-fluoro-pyrrolidine-1-carboxylate C(C)(=O)C=1C=CC(=NC1N1N=C(C=C1C)C#N)N1C=NC2=C1C=C(C(=C2)N[C@H]2CN(C[C@H]2F)C(=O)OC(C)(C)C)F